C(C)(C)C1=CC=C(C=C1)C=CC#N 3-(4-isopropylphenyl)propenenitrile